tert-butyl 3-(pyrrolidine-1-carbonyl)-6,7-dihydro-4H-pyrazolo[1,5-a]pyrazine-5-carboxylate N1(CCCC1)C(=O)C=1C=NN2C1CN(CC2)C(=O)OC(C)(C)C